4-Cyanopimelonitril C(#N)C(CCC#N)CCC#N